(2S,3S,4S)-4-{2-[(Cyclopropylmethyl)amino]ethyl}-2-(4-fluorophenyl)-2,3,4,9-tetrahydro-1H-carbazol-3-amine C1(CC1)CNCC[C@@H]1[C@H]([C@@H](CC=2NC3=CC=CC=C3C12)C1=CC=C(C=C1)F)N